OC1=NC(=NC2=CC(=C(C=C12)C1=CCCCC1)OC)C 4-(4-hydroxy-7-methoxy-2-methylquinazolin-6-yl)cyclohex-3-ene